3-(5-(3-((4-Chlorobenzyl)oxy)phenyl)-3-hydroxypicolinamido)-2,2-dimethylpropionic acid ClC1=CC=C(COC=2C=C(C=CC2)C=2C=C(C(=NC2)C(=O)NCC(C(=O)O)(C)C)O)C=C1